N-(4-methylphenylsulfonyloxy)phthalimide fluoro-2'-deoxyguanosine-5'-monophosphate P(=O)(O)(O)OC[C@@H]1[C@H](C[C@@](O1)(N1C=NC=2C(=O)NC(N)=NC12)F)O.CC1=CC=C(C=C1)S(=O)(=O)ON1C(C=2C(C1=O)=CC=CC2)=O